monoammonium acrylate C(C=C)(=O)[O-].[NH4+]